ClC1=NC=C(C(=N1)C(C(=O)OC)C1=CC=C(C=C1)C=1N(C=C(N1)C(F)(F)F)C)C methyl 2-(2-chloro-5-methylpyrimidin-4-yl)-2-(4-(1-methyl-4-(trifluoromethyl)-1H-imidazol-2-yl)phenyl)acetate